O=C1C=C(C2=C(N=C(N=C2)NC2=CC3=C(CCN(CC3)C(=O)OC(C)(C)C)C=C2)N1C1=CC=CC=C1)C#C[Si](C(C)C)(C(C)C)C(C)C tert-Butyl 7-({7-oxo-8-phenyl-5-[2-(triisopropylsilyl)ethynyl]pyrido[2,3-d]pyrimidin-2-yl}amino)-1,2,4,5-tetrahydro-3-benzazepine-3-carboxylate